(S)-2-methyl-N-[spiro[furo[2,3-c]pyridine-2,4'-piperidin]-3-ylidene]propane-2-sulfinamide CC(C)(C)[S@](=O)N=C1C=2C(=CN=CC2)OC12CCNCC2